COC1=CC=CC=C1C(F)(F)F 2-methoxy-3-(trifluoromethyl)benzene